ClC1=C(C=CC=C1)C=1N=C(SC1)N(\N=C\C1=C(C(=O)NS(=O)(=O)C)C=CC(=C1)F)C(C)C (E)-2-((2-(4-(2-chlorophenyl)thiazol-2-yl)-2-isopropylhydrazono)methyl)-4-fluoro-N-(methylsulfonyl)benzamide